ClC1=C(C(=C(C=C1OC)OC)Cl)C1=NC(=C2C=C(N=CC2=C1)NC1=C(C=CC=C1C)NC(C=C)=O)NC1CN(C1)C N-(2-((7-(2,6-dichloro-3,5-dimethoxyphenyl)-5-((1-methylazetidin-3-yl)amino)-2,6-naphthyridin-3-yl)amino)-3-methylphenyl)acrylamide